(S) and (R)-2-(1,1-bis(2-chlorophenyl)propan-2-yl)-5-hydroxy-N-(isoxazol-4-yl)-1-methyl-6-oxo-1,6-dihydropyrimidine-4-carboxamide ClC1=C(C=CC=C1)C([C@H](C)C=1N(C(C(=C(N1)C(=O)NC=1C=NOC1)O)=O)C)C1=C(C=CC=C1)Cl |r|